C1(=CC=CC=C1)N(C1=CC=CC=C1)C1=CC=C2C=C(C(OC2=C1)=O)C=O 7-(N,N'-diphenylamino)-coumarin-3-carbaldehyde